(E)-N'-(3,5-dimethoxybenzylidene)-6-(4-(trifluoromethoxy)phenyl)picolinohydrazide tert-butyl-4-cyano-4-(1-(2,6-difluorophenyl)ethyl)piperidine-1-carboxylate C(C)(C)(C)OC(=O)N1CCC(CC1)(C(C)C1=C(C=CC=C1F)F)C#N.COC=1C=C(\C=N\NC(C2=NC(=CC=C2)C2=CC=C(C=C2)OC(F)(F)F)=O)C=C(C1)OC